6-((S)-1-(5,7-difluoro-2-((3R,4R)-4-fluoro-3-(methylamino)piperidin-1-yl)-1H-benzo[d]imidazol-1-yl)ethyl)nicotinonitrile FC1=CC2=C(N(C(=N2)N2C[C@H]([C@@H](CC2)F)NC)[C@@H](C)C2=NC=C(C#N)C=C2)C(=C1)F